N-(2-Cyano-3-((3,4-dihydro-2H-pyrido[4,3-e]pyrimido[1,2-c]pyrimidin-10-yl)oxy)phenyl)propane-1-sulfonamide C(#N)C1=C(C=CC=C1OC1=CC=2C=3N(C=NC2C=N1)CCCN3)NS(=O)(=O)CCC